1-(3-((4-((3,4-dichlorophenyl)amino)pyrido[3,2-d]pyrimidin-6-yl)oxy)azetidin-1-yl)-prop-2-en-1-one ClC=1C=C(C=CC1Cl)NC=1C2=C(N=CN1)C=CC(=N2)OC2CN(C2)C(C=C)=O